CN(C(C(=O)[2H])[2H])C 2-(dimethylamino)(2H2)ethan-1-one